BrC(C(=O)N(NC(=O)C=1C(=NC=CN1)C(C)N(C(C1=CC(=CC(=C1)C(F)(F)F)C(F)(F)F)=O)CC1=C(C=C(C=C1)OC)OC)CC1=CC=C(C=C1)OC)(F)F N-(1-(3-(2-(2-bromo-2,2-difluoroacetyl)-2-(4-methoxybenzyl)hydrazine-1-carbonyl)pyrazin-2-yl)ethyl)-N-(2,4-dimethoxybenzyl)-3,5-bis(trifluoromethyl)benzamide